ClC=1C=C(C=CC1OC1=CC(=CC=C1)O)NC1=C2C=C(NC2=C(C=C1)F)C(=O)O 4-((3-chloro-4-(3-hydroxyphenoxy)phenyl)amino)-7-fluoro-1H-indole-2-carboxylic acid